Cl.N[C@H](C(=O)OCC1=CC(=C(C=C1)C1=NN2C(N=CC=C2)=C1C(N[C@@H]1C(NC2=C(C(=N1)C1=CC=CC=C1)C=CC=C2F)=O)=O)F)C(C)C [3-Fluoro-4-(3-{[(3S)-9-fluoro-2-oxo-5-phenyl-1,3-dihydro-1,4-benzodiazepin-3-yl]carbamoyl}pyrazolo[1,5-a]pyrimidin-2-yl)phenyl]methyl (2S)-2-amino-3-methylbutanoate hydrochloride